N-(7-cyano-2,3-dihydro-1H-inden-4-yl)-2-(4-((1-(2-(2,6-dioxopiperidine-3-yl)-1,3-dioxoisoindoline-5-yl)azetidin-3-yl)ethynyl)-1H-pyrazol-1-yl)-2-methylpropaneAmide C(#N)C=1C=CC(=C2CCCC12)NC(C(C)(C)N1N=CC(=C1)C#CC1CN(C1)C=1C=C2C(N(C(C2=CC1)=O)C1C(NC(CC1)=O)=O)=O)=O